FC=1C=C(C=CC1)S(=O)(=O)NCCCNC1=NC=CC(=N1)C1=C(N=C2SC=CN21)C2=CC(=CC=C2)OC 3-fluoro-N-(3-((4-(6-(3-methoxyphenyl)imidazo[2,1-b]thiazol-5-yl)pyrimidin-2-yl)amino)propyl)benzenesulfonamide